CC(C[C@@H]1[C@@H](C[C@@H]2N(CCC3=CC(=C(C=C23)OC)OCCC(F)(F)F)C1)O)(C)C (2R,3S,11bS)-3-(2,2-dimethylpropyl)-10-methoxy-9-(3,3,3-trifluoropropoxy)-1H,2H,3H,4H,6H,7H,11bH-pyrido[2,1-a]isoquinolin-2-ol